ethyl decanoate (ethyl caprate) C(C)C(C(O)=O)CCCCCCCC.C(CCCCCCCCC)(=O)OCC